(S)-2-amino-3-(4-(5-(6-methoxybiphenyl-3-yl)-1,2,4-oxadiazol-3-yl)phenyl)propanoic acid N[C@H](C(=O)O)CC1=CC=C(C=C1)C1=NOC(=N1)C=1C=C(C(=CC1)OC)C1=CC=CC=C1